Ethyl (R)-2-ethyl-4-methyl-3,8-dioxo-2-azaspiro[4.5]deca-6,9-diene-4-carboxylate C(C)N1CC2([C@](C1=O)(C(=O)OCC)C)C=CC(C=C2)=O